5-(2,4,4-trimethylpentan-2-yl)biphenyl-2-ol CC(C)(CC(C)(C)C)C1=CC=C(C(=C1)C1=CC=CC=C1)O